FC1=NC(=CC=C1N1CCN(CC1)CC=1C=CC=2C3=C(C(NC2C1F)=O)C=NN3)C(NC)=O 7-((4-(2-fluoro-6-(methylcarbamoyl)pyridin-3-yl)piperazin-1-yl)methyl)-6-fluoro-1,5-dihydro-4H-pyrazolo[4,3-c]quinolin-4-one